C(C)(C)(C)OC(N[C@H](C=O)C[C@H]1C(NCC1)=O)=O.CNC(C(C)N1C(COCC1)=O)=O N-methyl-2-(3-oxomorpholino)propanamide tert-butyl-N-[(2S)-1-oxo-3-[(3S)-2-oxopyrrolidin-3-yl]propan-2-yl]carbamate